2-cyclopropyl-5,7-difluoro-3-((5-(trifluoromethyl)pyridin-2-yl)methyl)naphthalene-1,4-dione C1(CC1)C=1C(C2=CC(=CC(=C2C(C1CC1=NC=C(C=C1)C(F)(F)F)=O)F)F)=O